3-amino-2-fluoro-N-[2-nitro-4-[1,2,2,2-tetrafluoro-1-(trifluoromethyl)ethyl]-6-(trifluoromethyl)phenyl]benzamide NC=1C(=C(C(=O)NC2=C(C=C(C=C2C(F)(F)F)C(C(F)(F)F)(C(F)(F)F)F)[N+](=O)[O-])C=CC1)F